C(C)N1N=CC2=C1N(C(C=1C=C(C=C(C21)C=O)C)=O)C 3-ethyl-4,7-dimethyl-5-oxo-4,5-dihydro-3H-pyrazolo[3,4-c]isoquinoline-9-carbaldehyde